cis-5-(4-Ethoxyphenyl)-N-((1r,3s,5R,7S)-3-hydroxy-adamantan-1-yl)hexahydropyrrolo[3,4-c]pyrrole-2(1H)-carboxamide C(C)OC1=CC=C(C=C1)N1C[C@@H]2[C@H](C1)CN(C2)C(=O)NC21CC3(C[C@H](C[C@@H](C2)C3)C1)O